BrC1=CC=C(C=C1)C=1N=C(SC1)N(C(CF)=O)C1=CC(=CC(=C1)C)C N-[4-(4-bromophenyl)thiazol-2-yl]-N-(3,5-dimethylphenyl)-2-fluoro-acetamide